FC(C(C(C(OC(C(F)(F)F)(F)F)(F)F)(F)F)(F)F)(F)F 1,1,1,2,2,3,3,4,4-nonafluoro-4-(perfluoroethoxy)butane